3-((4-((1-(2-(1H-pyrrol-1-yl)phenyl)azetidin-3-yl)oxy)benzyl)oxy)pyridine N1(C=CC=C1)C1=C(C=CC=C1)N1CC(C1)OC1=CC=C(COC=2C=NC=CC2)C=C1